S(=O)(=O)(ON1[C@@H]2CC[C@H](N(C1=O)C2)C(NS(=O)(=O)C2CC2)=N)[O-].[Na+] sodium (2S,5R)-2-(N-(cyclopropylsulfonyl)carbamimidoyl)-7-oxo-1,6-diazabicyclo[3.2.1]octan-6-yl sulfate